N-(4-(4-cyanopyridin-3-yl)-2-(4-(8-((2-(2,6-dioxopiperidin-3-yl)-1,3-dioxoisoindolin-5-yl)amino)octanoyl)piperazin-1-yl)phenyl)-2-(2-fluoro-6-methoxyphenyl)pyrimidine-4-carboxamide C(#N)C1=C(C=NC=C1)C1=CC(=C(C=C1)NC(=O)C1=NC(=NC=C1)C1=C(C=CC=C1OC)F)N1CCN(CC1)C(CCCCCCCNC=1C=C2C(N(C(C2=CC1)=O)C1C(NC(CC1)=O)=O)=O)=O